(1S,4S)-2,5-diazepine C=1NC=CN=CC1